trans-N-(4-(2-Cyclopropyloxazol-4-yl)pyridin-2-yl)-4-(2-hydroxyacetamido)-N-((trans-4-(4-methoxy-3-methylphenyl)cyclohexyl)methyl)cyclohexanecarboxamide C1(CC1)C=1OC=C(N1)C1=CC(=NC=C1)N(C(=O)[C@@H]1CC[C@H](CC1)NC(CO)=O)C[C@@H]1CC[C@H](CC1)C1=CC(=C(C=C1)OC)C